COC=1C=C2C=C[C@]3(C(C2=CC1)=O)OCCC3 (R)-6'-methoxy-4,5-dihydro-1'H,3H-spiro[furan-2,2'-naphthalene]-1'-one